O1CCN(CC1)C1=CC=C2C=NN=C(C2=C1)N 7-morpholinophthalazin-1-amine